2-(4-amino-1H-pyrazol-1-yl)-1-(3-(p-tolyloxy)piperidin-1-yl)ethan-1-one NC=1C=NN(C1)CC(=O)N1CC(CCC1)OC1=CC=C(C=C1)C